N-Methyl-4-nitro-2-(4-(4-(trifluoromethyl)phenyl)-1H-imidazol-1-yl)aniline CNC1=C(C=C(C=C1)[N+](=O)[O-])N1C=NC(=C1)C1=CC=C(C=C1)C(F)(F)F